BrC=1C(=NC(=C(C(=O)OCC)C1C)N1CCC(CCC1)(F)F)C(F)(F)F ethyl 5-bromo-2-(4,4-difluoroazepan-1-yl)-4-methyl-6-(trifluoromethyl)nicotinate